[NH+]1=C2N(CC=C1)C=CC=C2 pyrido[1,2-a]pyrimidinium